C(C(=O)O)(=O)O.CCCCCCCC.CCCCCCCC octane hemioxalate